N-(anilinophenyl)maleimide N(C1=CC=CC=C1)C1=C(C=CC=C1)N1C(C=CC1=O)=O